C1(CC1)CNC=1N(C2=CC(=CC=C2C1)NC1=CC=C(C=C1)N1CCC(CC1)C(F)(F)F)C N2-(cyclopropylmethyl)-1-methyl-N6-(4-(4-(trifluoromethyl)piperidin-1-yl)phenyl)-1H-indole-2,6-diamine